[K+].S(=O)(=O)([O-])[O-].[K+] sulfate Potassium salt